4-amino-1,2,4,5-tetrahydro-2-benzazepin-3-one NC1C(NCC2=C(C1)C=CC=C2)=O